FC=1C=C(C=CC1N1CCN(CC1)C)C1(N=C(C2=C(N1)SC=C2C)NC2(CC2)C)N 2-(3-fluoro-4-(4-methylpiperazin-1-yl)phenyl)-5-methyl-N4-(1-methylcyclopropyl)thieno[2,3-d]pyrimidine-2,4-diamine